[(1R,3S)-3-[1-tert-butyl-5-[[2-(2-piperazin-1-ylethyl)pyrazole-3-carbonyl]amino]pyrazol-3-yl]cyclopentyl] N-isopropylcarbamate C(C)(C)NC(O[C@H]1C[C@H](CC1)C1=NN(C(=C1)NC(=O)C=1N(N=CC1)CCN1CCNCC1)C(C)(C)C)=O